COC1=CC2=C(NC(=N2)NC(OCCN2CCOCC2)=O)C=C1 2-Morpholinoethyl (5-methoxy-1H-benzo[d]imidazol-2-yl)carbamate